FC1=C(C=C(C=C1)[C@H](NC(=O)N1[C@@H](C(NCC1)=O)C)C=1C=NC(=CC1)C(F)(F)F)OC(F)(F)F (2R)-N-((S)-(4-fluoro-3-(trifluoromethoxy)phenyl)(6-(trifluoromethyl)pyridin-3-yl)methyl)-2-methyl-3-oxopiperazine-1-carboxamide